4-(4-[3-Iodo-5-methoxyimidazo[1,2-a]pyridin-7-yl]-5-methyl-1,2,3-triazol-1-yl)piperidine-1-carboxylic acid tert-butyl ester C(C)(C)(C)OC(=O)N1CCC(CC1)N1N=NC(=C1C)C1=CC=2N(C(=C1)OC)C(=CN2)I